(4-((tert-butyldimethylsilyl)oxy)-3-(1,3-dioxolan-2-yl)phenyl)methanol [Si](C)(C)(C(C)(C)C)OC1=C(C=C(C=C1)CO)C1OCCO1